2-(2-((2-(1-(3-chlorophenyl)-1H-benzo[d]imidazol-2-yl)ethyl)amino)ethyl)-N-((3-fluoropyridin-2-yl)methyl)oxazole-4-carboxamide ClC=1C=C(C=CC1)N1C(=NC2=C1C=CC=C2)CCNCCC=2OC=C(N2)C(=O)NCC2=NC=CC=C2F